tert-butyl 2-(4-(2-((phenylmethyl)sulfonamido)-4-(4-(4-((6-(trifluoromethyl)pyridazin-3-yl)oxy)-phenyl)piperidine-1-carbonyl)phenyl)piperazin-1-yl)acetate C1(=CC=CC=C1)CS(=O)(=O)NC1=C(C=CC(=C1)C(=O)N1CCC(CC1)C1=CC=C(C=C1)OC=1N=NC(=CC1)C(F)(F)F)N1CCN(CC1)CC(=O)OC(C)(C)C